2-(cyclopropylamino)benzoic acid C1(CC1)NC1=C(C(=O)O)C=CC=C1